5-((2-(4-((4-chloro-3-(2-hydroxyethoxy)benzyl)amino)butoxy)ethyl)amino)benzo[c][2,6]naphthyridine ClC1=C(C=C(CNCCCCOCCNC2=NC3=C(C4=CN=CC=C24)C=CC=C3)C=C1)OCCO